OC1=C(C(=CC(=C1CCCCC=O)O)O)CCCCC=O (2,4,6-trihydroxy-1,3-phenylene)bis(pentan-1-one)